N[C@H]1[C@@H]2N(C[C@H]1CC2)C(=O)C2=CC1=C(N(C(=N1)C=1N(C=3C4=C(C=CC3C1)OCCN4)CC4CC4)C)C(=C2)F ((1R,4R,7R)-7-amino-2-azabicyclo[2.2.1]hept-2-yl)(2-(9-(cyclopropylmethyl)-1,2,3,9-tetrahydro-[1,4]oxazino[2,3-g]indol-8-yl)-7-fluoro-1-methyl-1H-benzo[d]imidazol-5-yl)methanone